(R)-1-(2-morpholino-6-nitrothiazolo[4,5-b]pyridin-5-yl)pyrrolidin-3-ol O1CCN(CC1)C=1SC=2C(=NC(=C(C2)[N+](=O)[O-])N2C[C@@H](CC2)O)N1